CN(CCCC(=O)OCCN1CC(OC(C1)CCCCCC\C=C/CCCCCCCC)CCCCCC\C=C/CCCCCCCC)C (2,6-di((Z)-hexadec-7-en-1-yl)morpholino)ethyl 4-(dimethylamino)butanoate